C(#N)CC(CO)NCCCN(C(OC(C)(C)C)=O)C tert-butyl (3-((1-cyano-3-hydroxypropan-2-yl)amino)propyl)(methyl)carbamate